1-(3-(1H-pyrazol-4-yl)propyl)-3-(3-((4-fluorophenyl)ethynyl)-4-(pyridin-4-yl)phenyl)urea N1N=CC(=C1)CCCNC(=O)NC1=CC(=C(C=C1)C1=CC=NC=C1)C#CC1=CC=C(C=C1)F